ClC1=CC=C(C(=N1)OC)C(=O)NCC(F)(F)F 6-chloro-2-methoxy-N-(2,2,2-trifluoroethyl)pyridine-3-carboxamide